tert-Butyl N-[1-(3-methylpyridazin-4-yl)pyrazol-4-yl]carbamate CC=1N=NC=CC1N1N=CC(=C1)NC(OC(C)(C)C)=O